COC(=O)C1CN(CC1)C(=O)OC(C)(C)C methyl-1-Boc-pyrrolidine-3-carboxylate